C(C)NC1CCN(CC1)C1=C2C=NNC2=C(C(=C1)F)C(=O)NC=1C(=C(C=2N(C1)C=C(N2)C)F)OC 4-[4-(ethylamino)-1-piperidyl]-6-fluoro-N-(8-fluoro-7-methoxy-2-methyl-imidazo[1,2-a]pyridin-6-yl)-1H-indazole-7-carboxamide